O1C=NC=CCC1 6,7-dihydro-1,3-oxaazepin